tert-butyl (5-((tert-butyldimethylsilyl)oxy)pentyl)(methyl)carbamate [Si](C)(C)(C(C)(C)C)OCCCCCN(C(OC(C)(C)C)=O)C